2-(2,6-Dioxopiperidin-3-yl)-1,3-dioxoisoindolin O=C1NC(CCC1N1C(C2=CC=CC=C2C1=O)=O)=O